C1(CC1)C=1C=NN(C1CO[C@H]1[C@@H]2CN([C@H](C1)C2)C=2SC1=C(N2)C(=CC(=C1)C(=O)O)C1CCOCC1)C1=C(C=CC=C1Cl)Cl 2-[(1S,4S,5R)-5-{[4-cyclopropyl-1-(2,6-dichlorophenyl)-1H-pyrazol-5-yl]methoxy}-2-azabicyclo[2.2.1]heptan-2-yl]-4-(oxan-4-yl)-1,3-benzothiazole-6-carboxylic acid